4,6-dimethyl-5-octenoic acid CC(CCC(=O)O)C=C(CC)C